2-[(8aS)-6-Chloro-8,8a,9,10,11,12-hexahydropyrazino[2',1':3,4][1,4]oxazepino[5,6,7-de]quinazolin-5-yl]-3-hydroxybenzonitrile TFA Salt OC(=O)C(F)(F)F.ClC1=C2C3=C(N=CN=C3C=C1C1=C(C#N)C=CC=C1O)N1[C@H](CO2)CNCC1